diindeno[1,2,3-cd:1',2',3'-Im]perylene C1=C2C(=CC=C1)C=1C=CC=3C=4C=CC=C5C=C6CC(C7=CC=C2C1C73)(C54)C5=CC=CC=C56